4-methoxy-6-(5-methyl-1-(1-(piperidine-4-carbonyl)piperidin-4-yl)-1H-pyrazol-4-yl)pyrazolo[1,5-a]pyridine-3-carbonitrile COC=1C=2N(C=C(C1)C=1C=NN(C1C)C1CCN(CC1)C(=O)C1CCNCC1)N=CC2C#N